[Cl-].[Cl-].CN(CCN(C)C)C.[Co+2] cobalt tetramethyl-ethylenediamine dichloride